2-(3'-dodecyl-2'-hydroxy-5'-Methylphenyl)benzotriazole C(CCCCCCCCCCC)C=1C(=C(C=C(C1)C)N1N=C2C(=N1)C=CC=C2)O